(S)-N-(4-(3,4-dimethylpiperazin-1-yl)phenyl)-4-((8-methyl-2,3-dihydro-1H-pyrido[2,3-b][1,4]oxazin-7-yl)amino)-2-oxo-1,2-dihydropyridine-3-carboxamide C[C@H]1CN(CCN1C)C1=CC=C(C=C1)NC(=O)C=1C(NC=CC1NC1=C(C2=C(OCCN2)N=C1)C)=O